(4-(1H-inden-2-yl)phenyl)propan-1-one C1C(=CC2=CC=CC=C12)C1=CC=C(C=C1)C(CC)=O